NC1=C(C=C(C=C1)OC1=CC=CC=C1)NC([C@H](C(C)C)NC(OC(C)(C)C)=O)=O Tert-butyl (S)-(1-((2-amino-5-phenoxyphenyl)amino)-3-methyl-1-oxobutan-2-yl)carbamate